BrC=1C(=NC(=NC1)Cl)NC1=C(C(=CC=C1)OC)CS(=O)(=O)N (2-((5-bromo-2-chloropyrimidin-4-yl)amino)-6-methoxyphenyl)methylsulfonamide